5-methyl-1-(1-methyl-1H-pyrazol-4-yl)-6-((3aR,5r,6aS)-2-(tetrahydrofuran-3-yl)octahydrocyclopenta[c]pyrrol-5-yl)-1H-indazole CC=1C=C2C=NN(C2=CC1C1C[C@@H]2[C@@H](CN(C2)C2COCC2)C1)C=1C=NN(C1)C